C(N1C(=NC2=C1C=C(C=C2O[C@H]2CCOC1=CC(=CC(=C21)F)F)C(=O)N(C)C)C)N2C(=NC1=C2C=C(C=C1O[C@H]1CCOC2=CC(=CC(=C12)F)F)C(=O)N(C)C)C 1,1'-methylenebis(4-(((S)-5,7-difluorochroman-4-yl)oxy)-N,N,2-trimethyl-1H-benzo[d]imidazole-6-carboxamide)